CC1(N(S1=O)[C@H]1C2=CC=CC=C2CC12CCN(CC2)C(=O)OC(C)(C)C)C tert-Butyl (1R)-1-(3,3-dimethyl-1-oxido-1,2-thiaziridin-2-yl)-1,3-dihydrospiro[indene-2,4'-piperidine]-1'-carboxylate